NC1=C(C=C(C=C1)CC(=O)O)C(C(=O)O)C 2-amino-5-(carboxymethyl)phenylpropionic acid